(2R,3R,4S,5R,6R)-6-((1-(Bicyclo[1.1.1]pentan-1-yl)-1H-1,2,3-triazol-4-yl)methyl)-2-(hydroxymethyl)-5-methoxy-4-(4-(2,3,4-trifluorophenyl)-1H-1,2,3-triazol-1-yl)tetrahydro-2H-pyran-3-ol C12(CC(C1)C2)N2N=NC(=C2)C[C@@H]2[C@@H]([C@H]([C@H]([C@H](O2)CO)O)N2N=NC(=C2)C2=C(C(=C(C=C2)F)F)F)OC